(m-butylphenyl)triphenylboron C(CCC)C=1C=C(C=CC1)C1=C(C=CC=C1)B(C1=CC=CC=C1)C1=CC=CC=C1